tert-butyl N-[7-bromopyrrolo[2,1-f][1,2,4]triazin-4-yl]-N-(tert-butoxycarbonyl)carbamate BrC1=CC=C2C(=NC=NN21)N(C(OC(C)(C)C)=O)C(=O)OC(C)(C)C